(E)-N-(furan-2-ylmethyl)-2-(1-(pyridin-2-yl)ethylidene)hydrazine-1-carbothioamide O1C(=CC=C1)CNC(=S)N/N=C(\C)/C1=NC=CC=C1